2-(7-Bromo-2,6-dichloro-8-fluoroquinazolin-4-yl)-8-fluoro-5-oxa-2-azabicyclo[5.1.0]octane BrC1=C(C=C2C(=NC(=NC2=C1F)Cl)N1C2C(C2COCC1)F)Cl